CCCCCCCCCCCCCCCCCCN(CCCCCCCCCCCCCCCCCC)CC(=O)NC(=O)[C@H](CCCNCCCN)NCCCN dioctadecylamidoglycylspermine